N1C=NC=C1 1,3-diazole